ClC1=C(C=C(C=2C3=C(NC12)CCNC(C3C)=O)NC(COC)=O)Cl N-(7,8-dichloro-1-methyl-2-oxo-1,2,3,4,5,6-hexahydroazepino[4,5-b]indol-10-yl)-2-methoxyacetamide